C(C)N(C(=O)[C@H]1CN(C)[C@@H]2CC3=CN(C4=CC=CC(C2=C1)=C34)C(=O)C3CC3)CC 1-(cyclopropyl-methanoyl)-lysergic acid diethylamide